4-(4-((1R,5S)-3,8-diazabicyclo[3.2.1]octan-3-yl)-8-fluoro-2-((E)-2-(tetrahydro-1H-pyrrolizin-7a(5H)-yl) vinyl) pyrido[4,3-d]pyrimidin-7-yl)-5-chloronaphthalen-2-yl pivalate TFA salt OC(=O)C(F)(F)F.C(C(C)(C)C)(=O)OC1=CC2=CC=CC(=C2C(=C1)C1=C(C=2N=C(N=C(C2C=N1)N1C[C@H]2CC[C@@H](C1)N2)\C=C\C21CCCN1CCC2)F)Cl